2-ethyl-2-[(thien-3-ylcarbamoyl)amino]butanoic acid C(C)C(C(=O)O)(CC)NC(NC1=CSC=C1)=O